2,5-bis(2-decyldodecyl)pyrrolo[3,4-c]Pyrroledione C(CCCCCCCCC)C(CN1C(C2=CN(C=C2C1=O)CC(CCCCCCCCCC)CCCCCCCCCC)=O)CCCCCCCCCC